1-[5-(5-chloro-2-methoxypyridin-4-yl)-1H-pyrazole-3-carbonyl]-N-[(4-oxo-3,4-dihydro-phthalazin-1-yl)methyl]piperidine-4-carboxamide ClC=1C(=CC(=NC1)OC)C1=CC(=NN1)C(=O)N1CCC(CC1)C(=O)NCC1=NNC(C2=CC=CC=C12)=O